7-(bromomethyl)-1,3-benzothiazole BrCC1=CC=CC=2N=CSC21